C(C1=CC=CC=C1)N1N=C(N=C1)C(=O)N[C@H]1CCC=2C(N(C1=O)C)=CN(N2)C 1-benzyl-N-[(6S)-2,4-dimethyl-5-oxo-7,8-dihydro-6H-pyrazolo[4,3-b]azepin-6-yl]-1,2,4-triazole-3-carboxamide